methyl 4,6,7-trifluoro-1H-indole-2-carboxylate FC1=C2C=C(NC2=C(C(=C1)F)F)C(=O)OC